3-phenyl-3-(4-(4-(2-methacryloxyethyl)carbamylpiperazin-1-yl)phenyl)-6,11-dimethoxy-13,13-dimethyl-3H,13H-indeno[2',3':3,4]naphtho[1,2-b]pyran C1(=CC=CC=C1)C1(C=CC2=C(O1)C=1C=C(C=CC1C1=C2C(C2=CC(=CC=C21)OC)(C)C)OC)C2=CC=C(C=C2)N2CCN(CC2)C(NCCOC(C(=C)C)=O)=O